octadecyl-dimethyl-[3-(methyldiethoxysilyl)propyl]ammonium chloride [Cl-].C(CCCCCCCCCCCCCCCCC)[N+](CCC[Si](OCC)(OCC)C)(C)C